(S)-1-chloro-3-(2,6-dichloro-4-(2-(4-((S)-2-hydroxy-3-(ethylsulfonyl)propoxy)phenyl)propan-2-yl)phenoxy)propan-2-ol ClC[C@H](COC1=C(C=C(C=C1Cl)C(C)(C)C1=CC=C(C=C1)OC[C@@H](CS(=O)(=O)CC)O)Cl)O